NCC1=CC=C(C=C1)NC(=O)C1=CC2=C(OCCC3=C2SC=C3)C=C1C=1C(=NC(=CC1)C(N(CCC)C)=O)C(=O)OC methyl 3-(9-((4-(aminomethyl)phenyl)carbamoyl)-4,5-dihydrobenzo[b]thieno[2,3-d]oxepin-8-yl)-6-(methyl(propyl)carbamoyl)picolinate